[C@@H]12[C@@H](C[C@@H](CC1)C2)NC(=O)NCC2=CC(=NC=C2)N2N=CC=C2 1-[(1R,2R,4S)-2-bicyclo[2.2.1]heptyl]-3-[(2-pyrazol-1-ylpyridin-4-yl)methyl]urea